4-cyano-4'-n-heptylbiphenyl CCCCCCCC1=CC=C(C=C1)C2=CC=C(C=C2)C#N